CC1(CC1)NC(O[C@H]1CO[C@H](C1)C1=NNC(=C1)NC=1C=2N(C=CN1)N=C(C2)C(C)OC)=O (3R,5R)-5-(5-((2-(1-methoxyethyl)pyrazolo[1,5-a]pyrazin-4-yl)amino)-1H-pyrazol-3-yl)tetrahydrofuran-3-yl (1-methylcyclopropyl)carbamate